FC=1C=C2C3=C(NC2=C(C1)NC)N=CC=C3N3N=C(C=C3)C(F)(F)F 6-Fluoro-8-(methylamino)-4-[3-(trifluoromethyl)pyrazol-1-yl]-9H-pyrido[2,3-b]indol